OC1(CC(C1)N1N=NC2=C1C(=CC(=C2)O)C(F)(F)F)C 1-((cis)-3-hydroxy-3-methylcyclobutyl)-7-(trifluoromethyl)-1H-benzo[d][1,2,3]triazol-5-ol